IC1C(CCCC1)S(=O)(=O)C1=CC=C(C=C1)C 1-((2-iodocyclohexyl)sulfonyl)-4-methylbenzene